N-((1R,3S)-3-aminocyclohexyl)-4-methoxybenzamide N[C@@H]1C[C@@H](CCC1)NC(C1=CC=C(C=C1)OC)=O